5-(diphenylamino)thiophene-2-formaldehyde C1(=CC=CC=C1)N(C1=CC=C(S1)C=O)C1=CC=CC=C1